tert-butyl (3S)-3-[4-[3-cyano-4-[(1R)-1-(3,5-dichloro-4-pyridyl)ethyl]sulfanyl-pyrazolo[1,5-a]pyridin-6-yl]pyrazol-1-yl]piperidine-1-carboxylate C(#N)C=1C=NN2C1C(=CC(=C2)C=2C=NN(C2)[C@@H]2CN(CCC2)C(=O)OC(C)(C)C)S[C@H](C)C2=C(C=NC=C2Cl)Cl